1-(tert-butyldimethylsilyl)prop-2-en-1-one [Si](C)(C)(C(C)(C)C)C(C=C)=O